2-[[(3ar,4s,6r,6as)-6-amino-2,2-dimethyltetrahydro-3aH-cyclopenta[d][1,3]-dioxol-4-yl]oxy]-1-ethanol N[C@@H]1C[C@@H]([C@@H]2[C@H]1OC(O2)(C)C)OCCO